C=C1C(C2C3=CC=CC=C3C1C2)=O 3-methylene-3,4-dihydro-1,4-methylenenaphthalen-2-one